methyl 4-(4,9,10-tribromoperylen-3-yl)butanoate BrC=1C2=C(C=CC=3C=4C=CC(=C5C(=CC=C(C(=CC1)C23)C54)Br)Br)CCCC(=O)OC